bis[10-(naphthalene-1-yl)anthracen-9-yl]biphenyl C1(=CC=CC2=CC=CC=C12)C1=C2C=CC=CC2=C(C2=CC=CC=C12)C1=CC=C(C=C1)C1=CC=C(C=C1)C=1C2=CC=CC=C2C(=C2C=CC=CC12)C1=CC=CC2=CC=CC=C12